C(C=C)(=O)NC1=CC=C(C=C1)C1=C(C=2C(=NC=C(C2N1C(C)C)C#N)N)C1=CC(=C(C(=O)NC2CC(C2)(F)F)C=C1)OC 4-(2-(4-acrylamidophenyl)-4-amino-7-cyano-1-isopropyl-1H-pyrrolo[3,2-c]pyridin-3-yl)-N-(3,3-difluorocyclobutyl)-2-methoxybenzamide